C12C(=C(C(CC1)C2)C(=O)O)C(=O)O 2-norbornen-2,3-dicarboxylic acid